4-(2,3-difluoro-4-methoxybenzyl)-N-hydroxy-3-oxo-3,4-dihydro-2H-benzo[b][1,4]oxazine-6-carboxamide FC1=C(CN2C3=C(OCC2=O)C=CC(=C3)C(=O)NO)C=CC(=C1F)OC